[Pd].C1(=CC=CC=C1)P(C1=CC=CC=C1)C1=CC=CC=C1 (tri-phenyl-phosphine) palladium